2-AMINO-3-IODOBENZALDEHYDE NC1=C(C=O)C=CC=C1I